C(#N)C=1C(=CC=NC1N1[C@H](CC1)C)C(F)(F)F 5-cyano-6-((S)-2-methylazetidin-1-yl)-4-(trifluoromethyl)pyridine